C(CCC)(=S)OC1=C(C=CC=C1)C(NC1=CC=C(C=C1)CNC(=O)C=1NC2=CC=C(C=C2C1S(=O)(=O)C1=CC(=CC(=C1)C)C)Cl)=O (2-((4-((5-chloro-3-((3,5-dimethylphenyl) sulfonyl)-1H-indole-2-carboxamido) methyl) phenyl) carbamoyl) phenyl) thiobutyrate